(benzyloxy)acethydrazide C(C1=CC=CC=C1)OCC(=O)NN